3-bromo-2-fluoro-6-hydroxybenzaldehyde BrC=1C(=C(C=O)C(=CC1)O)F